N-(tert-butyl)-3-(4-((2-chloro-1H-imidazol-1-yl)methyl)-2,6-difluorophenyl)-5-isobutyl-4-methylthiophene-2-sulfonamide C(C)(C)(C)NS(=O)(=O)C=1SC(=C(C1C1=C(C=C(C=C1F)CN1C(=NC=C1)Cl)F)C)CC(C)C